ClC1=CC=C(C=N1)NC=C1C(OC(OC1=O)(C)C)=O 5-(((6-chloropyridin-3-yl)amino)methylene)-2,2-dimethyl-1,3-dioxane-4,6-dione